FC=1C=C(C=C(C1)F)[C@H]1N(OCC1)C(=O)C1CCN(CC1)C=1OC(=NN1)C (S)-(3-(3,5-difluorophenyl)isoxazolidin-2-yl)(1-(5-methyl-1,3,4-oxadiazol-2-yl)piperidin-4-yl)methanone